6-(3-(3-((5-fluoro-2-methylphenyl)sulfonyl)propanoyl)-3,8-diazabicyclo[3.2.1]octan-8-yl)nicotinonitrile FC=1C=CC(=C(C1)S(=O)(=O)CCC(=O)N1CC2CCC(C1)N2C2=NC=C(C#N)C=C2)C